C(C)(C)(C)OC(=O)N1CC(C1)N(C=1C=NC(=CC1)C(NC)=O)C 3-(methyl-(6-(methylcarbamoyl)pyridin-3-yl)amino)azetidine-1-carboxylic acid tert-butyl ester